N-[5-[1-[4-[[tert-butyl(dimethyl)silyl]oxymethyl]phenyl]-4-piperidyl]-2-pyridyl]-4-[(3S)-3-phenylisoxazolidin-2-yl]-5-(trifluoromethyl)pyrimidin-2-amine [Si](C)(C)(C(C)(C)C)OCC1=CC=C(C=C1)N1CCC(CC1)C=1C=CC(=NC1)NC1=NC=C(C(=N1)N1OCC[C@H]1C1=CC=CC=C1)C(F)(F)F